CC(=O)OCCN1CCN(CC1)CCCN2C3=CC=CC=C3SC4=C2C=C(C=C4)Cl The molecule is a phenothiazine derivative in which 10H-phenothiazine has a chloro subsitituent at the 2-position and a 3-[4-(2-acetoxyethyl)piperazin-1-yl]propyl group at N-10. It has a role as a phenothiazine antipsychotic drug and a dopaminergic antagonist. It is a member of phenothiazines, a N-alkylpiperazine, an acetate ester and an organochlorine compound.